(S)-2-amino-N-(1-cyanocyclopropyl)-3-(5,6-difluorobenzo[d]oxazol-2-yl)propanamide N[C@H](C(=O)NC1(CC1)C#N)CC=1OC2=C(N1)C=C(C(=C2)F)F